(E)-4-iodo-5-phenyl-3-styrylisoxazole IC=1C(=NOC1C1=CC=CC=C1)\C=C\C1=CC=CC=C1